The molecule is a phenyl sulfate oxoanion resulting from the removal of a proton from the hydrogen sulfate group of phenyl hydrogen sulfate. Major structure at pH 7.3 It is a conjugate base of a phenyl hydrogen sulfate. C1=CC=C(C=C1)OS(=O)(=O)[O-]